6-((5-((3S,4S)-4-amino-3-methyl-2-oxa-8-azaspiro[4.5]decan-8-yl)pyrazin-2-yl)thio)-5-chloro-3-((3-fluorooxetane-3-yl)methyl)quinazolin-4(3H)-one N[C@@H]1[C@@H](OCC12CCN(CC2)C=2N=CC(=NC2)SC=2C(=C1C(N(C=NC1=CC2)CC2(COC2)F)=O)Cl)C